methyl-2,2,2-trifluoroethylamine CNCC(F)(F)F